(3,3-difluorocyclobutyl)N-[(1S)-1-(dicyclopropylmethyl)-2-oxo-2-[[1-[[1-(2,2,2-trifluoroethyl)triazol-4-yl]methyl]pyrazol-4-yl]amino]ethyl]carbamate FC1(CC(C1)OC(N[C@H](C(NC=1C=NN(C1)CC=1N=NN(C1)CC(F)(F)F)=O)C(C1CC1)C1CC1)=O)F